((2s,5r)-5-((5-cyclopropyl-2-((1-methyl-1H-pyrazol-4-yl)amino)-7H-pyrrolo[2,3-d]pyrimidin-4-yl)amino)-2-methylpiperidin-1-yl)prop-2-en-1-one adipate C(CCCCC(=O)O)(=O)O.C1(CC1)C1=CNC=2N=C(N=C(C21)N[C@@H]2CC[C@@H](N(C2)C(C=C)=O)C)NC=2C=NN(C2)C